CC1=C(C(=CC(=C1)C)C)N1C(N(CC1)C1=C(C=C(C=C1C)C)C)=[Ru-4](=C1C=C(C2=CC=CC=C12)C1=CC=CC=C1)(OC1=C(C=C(C=C1)[N+](=O)[O-])C=NC1=CC=C(C=C1)C)Cl [1,3-bis(2,4,6-trimethylphenyl)-2-imidazolidinylidene]-[2-[[(4-methylphenyl)imino]methyl]-4-nitrophenoxy]-[3-phenyl-1H-inden-1-ylidene]ruthenium (II) chloride